α,α-dimethoxy-α-hydroxyacetophenone COC(C(=O)C1=CC=CC=C1)(O)OC